FC1=C(C=C2C=CN(C(C2=C1)=O)CCC[C@H](C)NC=1C=NNC(C1C(F)(F)F)=O)C1=NC=C(C=N1)OC (S)-7-fluoro-6-(5-methoxypyrimidin-2-yl)-2-(4-((6-oxo-5-(trifluoromethyl)-1,6-dihydropyridazin-4-yl)amino)pentyl)isoquinolin-1(2H)-one